[N+](=O)([O-])C=1C=C(C(=O)O)C=CC1 m-nitrobenzoic acid